C(C)(C)N1N=CC(=C1)C(=O)NC1=CC2=C(C=N1)C=C(N2)C2=NC(=NC=C2)N(CC(F)(F)F)C 1-isopropyl-N-(2-(2-(methyl(2,2,2-trifluoroethyl)amino)pyrimidin-4-yl)-1H-pyrrolo[3,2-c]pyridin-6-yl)-1H-pyrazole-4-carboxamide